(R)-N-(4-(4-methyl-5-oxo-4,5,6,7-tetrahydrothiazolo[4,5-b]pyridin-2-yl)-5,6,7,8-tetrahydroisoquinolin-8-yl)propanamide CN1C2=C(CCC1=O)SC(=N2)C2=CN=CC=1[C@@H](CCCC21)NC(CC)=O